3-(7-fluoro-5-((4-(3-methylthiophen-2-yl)-3,6-dihydropyridin-1(2H)-yl)methyl)-1-oxoisoindolin-2-yl)piperidine-2,6-dione FC=1C=C(C=C2CN(C(C12)=O)C1C(NC(CC1)=O)=O)CN1CCC(=CC1)C=1SC=CC1C